NC=1N=CC2=C(C(=C(C=C2C1)C1=CN=C2CC(CN(C2=C1C)C(=O)OC(C)(C)C)C)F)NC(=O)OC(C)(C)C tert-Butyl 7-[3-amino-8-(tert-butoxycarbonylamino)-7-fluoro-6-isoquinolyl]-3,8-dimethyl-3,4-dihydro-2H-1,5-naphthyridine-1-carboxylate